rac-N-[(3S,4R)-7-methyl-4-({[(1s,4S)-4-methylcyclohexyl]oxy}methyl)-6-oxo-1,3,4,6-tetrahydro-2H-quinolizin-3-yl]ethanesulfonamide CC=1C(N2[C@H]([C@H](CCC2=CC1)NS(=O)(=O)CC)COC1CCC(CC1)C)=O |r|